2-decyl-4-quinazolinyl-amine C(CCCCCCCCC)C1=NC2=CC=CC=C2C(=N1)N